CC(C#N)(C)S(=O)C=1N=C2N(N1)[C@@H](C[C@@H]2F)C2=CC=CC=C2 2-methyl-2-[[(5s,7s)-7-fluoro-5-phenyl-6,7-dihydro-5H-pyrrolo[1,2-b][1,2,4]triazol-2-yl]sulfinyl]propionitrile